COC=1C=C2CCCC(C2=C(C1)OC)=O 6,8-dimethoxy-1,2,3,4-tetrahydronaphthalen-1-one